COC(CC(CC(=O)C1CCN(CC1)C(=O)OC(C)(C)C)=O)=O tert-Butyl 4-(5-methoxy-3,5-dioxopentanoyl)piperidine-1-carboxylate